[N+](=[N-])=C(C(=O)OCC)C([C@@H]([C@](C(F)(F)F)(C)O)C)=O |r| ethyl rac-(4R,5S)-2-diazo-6,6,6-trifluoro-5-hydroxy-4,5-dimethyl-3-oxohexanoate